C1(=NC=CC=2C3=CC=CC=C3NC12)CNC1=NC=CC=2C3=CC=CC=C3N(C12)CC1=CC=CC=C1 N-[(beta-carbolin-1-yl)methyl]-9-benzyl-beta-carbolin-1-amine